(aminomethyl)-5-(2-{bis[(2S,3R,4R,5R)-2,3,4,5,6-pentahydroxyhexyl]amino}ethoxy)-1,3-diethyl-1H-1,3-benzodiazol-3-ium dihydrochloride chloride [Cl-].Cl.Cl.NCC1=[N+](C2=C(N1CC)C=CC(=C2)OCCN(C[C@@H]([C@H]([C@@H]([C@@H](CO)O)O)O)O)C[C@@H]([C@H]([C@@H]([C@@H](CO)O)O)O)O)CC